tert-butyl (5-(hydroxymethyl-d2)thiazol-2-yl)carbamate OC(C1=CN=C(S1)NC(OC(C)(C)C)=O)([2H])[2H]